4-Amino-5-[2-(difluoromethyl)pyrimidin-5-yl]-7-{[1-(2-fluorophenyl)-1H-pyrazol-4-yl]methyl}-7H-pyrrolo[2,3-d]pyrimidine-6-carbonitrile NC=1C2=C(N=CN1)N(C(=C2C=2C=NC(=NC2)C(F)F)C#N)CC=2C=NN(C2)C2=C(C=CC=C2)F